N-[1-[5-(azetidin-3-yl)-1,3,4-oxadiazol-2-yl]-3-bicyclo[1.1.1]pentanoyl]-2-(4-chloro-3-fluoro-phenoxy)acetamide N1CC(C1)C1=NN=C(O1)C12CC(C1)(C2)C(=O)NC(COC2=CC(=C(C=C2)Cl)F)=O